(3R)-3-amino-7-(2-tert-butyltetrazol-5-yl)-8-fluoro-1,1-dioxo-5-[[4-(trifluoromethoxy)phenyl]methyl]-2,3-dihydro-1λ6,5-benzothiazepin-4-one N[C@H]1CS(C2=C(N(C1=O)CC1=CC=C(C=C1)OC(F)(F)F)C=C(C(=C2)F)C=2N=NN(N2)C(C)(C)C)(=O)=O